C(C)(C)(C)OC(=O)N1CC2=CC=C(C=C2CC1)CSC1=NC(=C(C(=C1C#N)CC)C#N)N(C)C 6-(((3,5-dicyano-6-(dimethylamino)-4-ethylpyridin-2-yl)thio)methyl)-3,4-dihydroisoquinoline-2(1H)-carboxylic acid tert-butyl ester